1-amino-2-((benzyl(methyl)amino)methyl)-5-(2-boronoethyl)cyclohexane-1-carboxylic acid dihydrochloride Cl.Cl.NC1(C(CCC(C1)CCB(O)O)CN(C)CC1=CC=CC=C1)C(=O)O